1,3-dibutyl-imidazole chloride [Cl-].C(CCC)N1CN(C=C1)CCCC